(2R,3R,4R,5S,6S)-2-(4-((2,5-dioxopyrrolidin-1-yl)oxy)-4-oxobutoxy)-6-methyltetrahydro-2H-pyran-3,4,5-triyl triacetate C(C)(=O)O[C@H]1[C@@H](O[C@H]([C@@H]([C@H]1OC(C)=O)OC(C)=O)C)OCCCC(=O)ON1C(CCC1=O)=O